N1(C2=C(CCCCC1)C=CC=C2)C2=NC=1N(C3=CC=CC=C23)C=NN1 5-(3,4,5,6-tetrahydrobenzo[b]azocin-1(2H)-yl)-[1,2,4]triazolo[4,3-a]quinazoline